COCC1=NC(=NO1)C=1C=C2CC[C@H](C2=CC1)NC(=O)C=1OC(=NN1)C (R)-N-(5-(5-(methoxymethyl)-1,2,4-oxadiazol-3-yl)-2,3-dihydro-1H-inden-1-yl)-5-methyl-1,3,4-oxadiazole-2-carboxamide